COC1=CC(=NN1)NC1=NC(=CN=C1)O[C@@H](CC)C1CCOCC1 (S)-N-(5-methoxy-1H-pyrazol-3-yl)-6-(1-(tetrahydro-2H-pyran-4-yl)propoxy)pyrazin-2-amine